C(C)(C)(C)OC(=O)N1[C@@H](C[C@H](C1)NC(=O)C=1OC(=CN1)C1=C(C=CC(=C1)C#N)C1CC1)CN1N=NC=C1 (2S,4R)-2-((1H-1,2,3-triazol-1-yl)methyl)-4-(5-(5-cyano-2-cyclopropylphenyl)oxazol-2-carboxamido)pyrrolidine-1-carboxylic acid tert-butyl ester